S1C(=NC2=C1C=CC=C2)NC2=C(C(=C(N=N2)NC=2SC=C(N2)C(=O)O)C)CC 2-({6-[(1,3-Benzothiazol-2-yl)amino]-5-ethyl-4-methylpyridazin-3-yl}amino)-1,3-thiazole-4-carboxylic acid